3-[[tert-butoxycarbonyl-(5-oxopyrrolidin-3-yl)amino]methyl]-2-chloro-5-fluoro-benzoic acid C(C)(C)(C)OC(=O)N(C1CNC(C1)=O)CC=1C(=C(C(=O)O)C=C(C1)F)Cl